5-(2-fluoro-6-hydroxy-4-((1-methylazepan-3-yl)methyl)phenyl)-1,2,5-thiadiazolidin-3-one 1,1-dioxide FC1=C(C(=CC(=C1)CC1CN(CCCC1)C)O)N1CC(NS1(=O)=O)=O